C(CCCC)O[Si](OC(C)=O)(OC(C)=O)OCCCCC Dipentyloxydiacetyloxysilan